2,5-dihydro-1H-pyrido[4,3-b]indole C1NC=CC=2NC=3C=CC=CC3C21